(S)-4-amino-N-(6-((1-(fluoromethyl)cyclopropyl)ethynyl)-2,3-dihydrobenzofuran-3-yl)-N-methylimidazo[1,5-a]quinoxaline-8-carboxamide NC=1C=2N(C3=CC(=CC=C3N1)C(=O)N(C)[C@@H]1COC3=C1C=CC(=C3)C#CC3(CC3)CF)C=NC2